OC1=C(C=C(C=C1)[N+](=O)[O-])C1=NC=CC(=C1)C(=O)N (2-hydroxy-5-nitrophenyl)pyridine-4-carboxamide